ClC1=CC(=C(C(=O)NC2CC2)C=C1C=1C=NN(C1)C1=CN=C2N1C=C(N=C2)OC)F 4-chloro-N-cyclopropyl-2-fluoro-5-(1-{6-methoxyimidazo[1,2-a]pyrazin-3-yl}-1H-pyrazol-4-yl)benzamide